2-oxoazaheptane-4-carboxamide O=C(N)CC(CCC)C(=O)N